FC1=CC=C(C=C1)C=1C(C(=CN(C1)C=1C=NNC1)C(=O)N)=O 5-(4-fluorophenyl)-4-oxo-1-(1H-pyrazol-4-yl)pyridine-3-carboxamide